5-(2-methoxyethyl)tetrazolo[1,5-a]pyridine COCCC1=CC=CC=2N1N=NN2